3-(1-((3R,4R)-4-(4-(trifluoromethyl)benzyloxy)pyrrolidin-3-yl)-1H-1,2,3-triazol-4-yl)pyridine FC(C1=CC=C(CO[C@H]2[C@@H](CNC2)N2N=NC(=C2)C=2C=NC=CC2)C=C1)(F)F